COC(C1=C(C(=CC=C1[N+](=O)[O-])C1CN(CC1)C1=CC(=C(C=C1)Cl)Cl)F)=O.CN(S(=O)(=O)C(C(C(C(C(C(C(C(F)(F)F)(F)F)(F)F)(F)F)(F)F)(F)F)(F)F)(F)F)CCO N-Methyl-N-(2-hydroxyethyl)perfluorooctanesulfonamide methyl-3-(1-(3,4-dichlorophenyl)pyrrolidin-3-yl)-2-fluoro-6-nitrobenzoate